C(C)(C)C1CC=C(C(C1)C(CC)=O)C 1-(5-isopropyl-2-methylcyclohex-2-en-1-yl)propan-1-one